(1-bromo-7-chloro-3-(3-(trifluoromethyl)phenyl)imidazo[1,5-a]pyridin-8-yl)methanol BrC=1N=C(N2C1C(=C(C=C2)Cl)CO)C2=CC(=CC=C2)C(F)(F)F